C(C=C)(=O)[O-].[Rb+] rubidium acrylate salt